C1(CC1)C=1C=CC=2N(C1)C=C(N2)CNC2=CC(=NC=N2)NC(OCC2=NC=CC(=C2)Cl)=O (4-chloropyridin-2-yl)methyl (6-(((6-cyclopropylimidazo[1,2-a]pyridin-2-yl)methyl)amino)pyrimidin-4-yl)carbamate